tert-butyl (2-(7-bromo-3-oxo-2,3-dihydro-4H-benzo[b][1,4]oxazin-4-yl)ethyl)carbamate BrC=1C=CC2=C(OCC(N2CCNC(OC(C)(C)C)=O)=O)C1